C(C)C=1C=CC=C2C=CC=C(C12)N1CC=2N=C(N=C(C2CC1)N1CCOC2(CCSC2)C1)OCC12CCCN2CCC1 9-(7-(8-ethylnaphthalen-1-yl)-2-((tetrahydro-1H-pyrrolizin-7a(5H)-yl)methoxy)-5,6,7,8-tetrahydropyrido[3,4-d]pyrimidin-4-yl)-6-oxa-2-thia-9-azaspiro[4.5]decane